octamethylene-bis(2-oxazoline) O1C(=NCC1)CCCCCCCCC=1OCCN1